3,6-dimethyl-8-(1-((2-(S-methylsulfonimidoyl)phenyl)amino)-ethyl)-2-morpholinoquinazolin-4(3H)-one CN1C(=NC2=C(C=C(C=C2C1=O)C)C(C)NC1=C(C=CC=C1)S(=O)(=N)C)N1CCOCC1